OC1(CC2C(CN(C2)C(=O)OC(C)(C)C)C1)C tert-butyl 5-hydroxy-5-methylhexahydrocyclopenta[c]pyrrole-2(1H)-carboxylate